4-((tert-butoxycarbonyl)amino)tetrahydrofuran-3-carboxylate C(C)(C)(C)OC(=O)NC1C(COC1)C(=O)[O-]